C(C)(=O)OC1(CCC1)C1=CC(=C(C=C1)COS(=O)(=O)C)OC 1-(3-methoxy-4-(((methylsulfonyl)oxy)methyl)-phenyl)cyclobutyl acetate